NC1=CC=C(C=C1)OB(O)O 4-aminophenylboric acid